tryptophane-d5 N([C@@](C(C1=CNC2=CC=CC=C12)([2H])[2H])(C(=O)O)[2H])([2H])[2H]